N-(2-(4-(2-(2,6-dioxopiperidin-3-yl)-1-oxoisoindolin-5-yl)piperidine-1-carbonyl)-3-methyl-1H-indol-6-yl)methanesulfonamide O=C1NC(CCC1N1C(C2=CC=C(C=C2C1)C1CCN(CC1)C(=O)C=1NC2=CC(=CC=C2C1C)NS(=O)(=O)C)=O)=O